3-(prop-1-en-2-yl)-2-(trifluoromethyl)pyridine C=C(C)C=1C(=NC=CC1)C(F)(F)F